CN1C=CC2=CC=C(C=C12)C1=NNC(=C1)NC(C1=CC=C(C=C1)NC1CCN(CC1)C)=O N-(3-(1-methyl-1H-indol-6-yl)-1H-pyrazol-5-yl)-4-((1-methylpiperidin-4-yl)amino)benzamide